O=C([C@H](O)[C@@H](O)[C@@H](O)[C@H](O)CO)[O-].[Ca+2].O=C([C@H](O)[C@@H](O)[C@@H](O)[C@H](O)CO)[O-] calcium galactonate